NC1=NC(=C(C=2N1N=C(N2)CC2=NC=CC=C2C)Br)C=2C=C(C#N)C=CC2 3-(5-amino-8-bromo-2-((3-methylpyridin-2-yl)methyl)-[1,2,4]triazolo[1,5-c]pyrimidin-7-yl)benzonitrile